NCCC1CN(CC(C1(F)F)C)C1=NC=C(C(=N1)NC=1C=C2C=C(C(N(C2=CC1)C)=O)OCC(=O)NC)Cl 2-[[6-[[2-[3-(2-aminoethyl)-4,4-difluoro-5-methyl-1-piperidyl]-5-chloro-pyrimidin-4-yl]amino]-1-methyl-2-oxo-3-quinolyl]oxy]-N-methyl-acetamide